CN1C=NC=C1C(=O)NC1=C(C=CC(=C1)C(NC1=CC=C(C=C1)CN1CCCCC1)=O)C 1-Methyl-N-(2-methyl-5-{[4-(piperidin-1-ylmethyl)phenyl]carbamoyl}phenyl)-1H-imidazole-5-carboxamide